3,5-dimethylisoxazol-4-amine CC1=NOC(=C1N)C